tert-butyl (3-(6-chlorooxazolo[5,4-b]pyridin-2-yl)bicyclo[1.1.1]pentan-1-yl)carbamate ClC=1C=C2C(=NC1)OC(=N2)C21CC(C2)(C1)NC(OC(C)(C)C)=O